(S)-N-methylpyrrolidin-3-amine CN[C@@H]1CNCC1